2-(((1R,3S)-3-(3H-imidazo[4,5-b]pyridin-3-yl)cyclohexyl)amino)-4-(1,3-dimethyl-1H-pyrazol-4-yl)pyrimidine-5-carbonitrile N1=CN(C2=NC=CC=C21)[C@@H]2C[C@@H](CCC2)NC2=NC=C(C(=N2)C=2C(=NN(C2)C)C)C#N